2,5-Bis-(tert.-butylperoxy)-2,5-dimethyl-hexan C(C)(C)(C)OOC(C)(CCC(C)(C)OOC(C)(C)C)C